3-Methoxyanthranilic acid COC1=C(C(C(=O)O)=CC=C1)N